(R)-2-((1-(3-cyano-2-(4-(dimethylamino)piperidin-1-yl)-7-methyl-4-oxo-4H-pyrido[1,2-a]pyrimidin-9-yl)ethyl)amino)benzoic acid C(#N)C1=C(N=C2N(C1=O)C=C(C=C2[C@@H](C)NC2=C(C(=O)O)C=CC=C2)C)N2CCC(CC2)N(C)C